ClC1=CC(=C(COC2=NN(C=C2)C2CCN(CC2)CC2=NC3=C(N2CC2=CN=CN2C)C=C(C=C3)C(=O)O)C=C1)F 2-((4-(3-((4-chloro-2-fluorobenzyl)oxy)-1H-pyrazol-1-yl)piperidin-1-yl)methyl)-1-((1-methyl-1H-imidazol-5-yl)methyl)-1H-benzo[d]imidazole-6-carboxylic acid